C(C(C)C)N(C1=C(C=C(C=C1)[C@H](CC(=O)OCOC(CN(C(CCCOP(=O)(O)O)=O)C)=O)CC)NC(=O)NC1=CC=C(C=C1)C)CC(C)C (S)-(2-(N-Methyl-4-(phosphonooxy)butanamido)acetoxy)methyl 3-(4-(diisobutylamino)-3-(3-(p-tolyl)ureido)phenyl)pentanoate